methyl 5-(5-((7-aminoheptyl)carbamoyl)furan-2-yl)-2-(3-aminoprop-1-yn-1-yl)benzoate NCCCCCCCNC(=O)C1=CC=C(O1)C=1C=CC(=C(C(=O)OC)C1)C#CCN